1-(1H-pyrazol-3-yl)ethanone N1N=C(C=C1)C(C)=O